ClC=1C=C(C=C(C1)Cl)N1C2C(=CC(C(C1=O)C2C(=O)NCC2=NC(=NC=C2)NCC)C)C 6-(3,5-dichlorophenyl)-N-[[2-(ethylamino)pyrimidine-4-yl]methyl]-2,4-dimethyl-7-oxo-6-azabicyclo[3.2.1]oct-3-ene-8-carboxamide